N[C@@H](C(=O)O)CN D-2,3-diaminopropanoic acid